METHYL-3-METHOXY-3-BUTANOL CCCC(C)(O)OC